(S,E)-Methyl-7-(1-(2-(2-adamantylamino)-2-oxoethyl)-2-oxo-1,2-dihydropyridin-3-ylamino)-6-(1-methyl-1H-pyrazol-5-carboxamido)-7-oxohept-2-enoat COC(\C=C\CC[C@@H](C(=O)NC=1C(N(C=CC1)CC(=O)NC1C2CC3CC(CC1C3)C2)=O)NC(=O)C2=CC=NN2C)=O